FC(C(=O)NCCSSCCC(=O)O)(F)F N-(2,2,2-Trifluoroacetyl)-3-[(2-aminoethyl)dithio]propanoic acid